C(#C)C1(CC1)CS(=O)(=O)C 1-ethynyl-1-((methylsulfonyl)methyl)cyclopropane